C1(CC1)C=1C(=C(C=CC1)O)C1=C(C=C2C(=NC(=NC2=C1)OC[C@]12CCCN2C[C@@H](C1)F)N1[C@@H](CNCC1)C)F 3-cyclopropyl-2-(6-fluoro-2-(((2R,7aS)-2-fluorotetrahydro-1H-pyrrolizin-7a(5H)-yl)methoxy)-4-((R)-2-methylpiperazin-1-yl)quinazolin-7-yl)phenol